BrC1=CC2=C(S(C=C2C)(=O)=O)C=C1 5-bromo-3-methylbenzo[b]thiophene 1,1-dioxide